C(C)(C)(C)OC(NCCCCCCCCOCC(=O)N1CCC(CC1)[C@@H]1CCNC=2N1N=C(C2C(N)=O)C2=CC=C(C=C2)OC2=CC=CC=C2)=O (S)-(8-(2-(4-(3-carbamoyl-2-(4-phenoxyphenyl)-4,5,6,7-tetrahydropyrazolo[1,5-a]pyrimidin-7-yl)piperidin-1-yl)-2-oxoethoxy)octyl)carbamic acid tert-butyl ester